[Br].BrCCN1CN(C=C1)C(C)O (3-bromoethyl-1-(1-hydroxyethyl)imidazole) bromine